NC1=NC(N(C=C1)[C@H]1[C@H]([C@@H]2O[P@](OC[C@H]2S1)(=O)OCC[C@H](C(=O)OCC)C)F)=O Ethyl (R)-4-(((2R,4aR,6R,7S,7aS)-6-(4-amino-2-oxopyrimidin-1(2H)-yl)-7-fluoro-2-oxidotetrahydro-4H-thieno[3,2-d][1,3,2]dioxaphosphinin-2-yl)oxy)-2-methylbutanoate